5-acetyl-N-[3-fluoro-4-[[7-(2-methoxyethoxy)-1,5-naphthyridin-4-yl]oxy]phenyl]-1-(4-fluorophenyl)-6-methyl-2-oxopyridine-3-carboxamide C(C)(=O)C=1C=C(C(N(C1C)C1=CC=C(C=C1)F)=O)C(=O)NC1=CC(=C(C=C1)OC1=CC=NC2=CC(=CN=C12)OCCOC)F